(E)-4-((1H-pyrazol-4-yl)diazenyl)-1-pentyl-1H-pyrazole N1N=CC(=C1)/N=N/C=1C=NN(C1)CCCCC